CC(CC)(CCCCCC)O 3-methyl-3-nonanol